ClC1=CC2=C(C(=NO2)N2C(N3[C@H](CC2)C([C@@H](C3)NS(=O)(=O)C)(F)F)=O)C(=C1)C1=C(C=CC=C1F)F N-{(4aR,6R)-2-[6-chloro-4-(2,6-difluorophenyl)-1,2-benzoxazol-3-yl]-5,5-difluoro-1-oxooctahydropyrrolo[1,2-c]pyrimidin-6-yl}methanesulfonamide